CC1(OCC(O1)CC(=O)OC1=C(C=C(C=C1C=O)C(NC=1SC(=CN1)C1=CC(=CC=C1)N1CCCC1)=O)F)C 2-fluoro-6-formyl-4-((5-(3-(pyrrolidin-1-yl)phenyl)thiazol-2-yl)carbamoyl)phenyl 2-(2,2-dimethyl-1,3-dioxolan-4-yl)acetate